[N+](=O)([O-])C=1C=NN(C1)C=1C=C(C=CC1OC)O 3-(4-nitro-1H-pyrazol-1-yl)-4-methoxyphenol